C(C1=CC=CC=C1)OCC1=C(C=NN1C1CC1)I 5-(benzyloxymethyl)-1-cyclopropyl-4-iodo-pyrazole